4-[4-cyano-3-hydroxy-6-(2,4,6-trimethyl-benzyl)-pyridin-2-yl]-4-oxo-butyric acid ethyl ester C(C)OC(CCC(=O)C1=NC(=CC(=C1O)C#N)CC1=C(C=C(C=C1C)C)C)=O